lithium 1-[(3R)-3-[3-(trifluoromethyl) phenoxy] pyrrolidin-1-yl] cyclopropane-1-carboxylate C1(CC1)C(=O)ON1C[C@@H](CC1)OC1=CC(=CC=C1)C(F)(F)F.[Li]